[C@H]12OC[C@H](N(C1)C1CCN(CC1)C1=C(C=C(C(=C1)OC)NC1=NC=NC(=C1)N1OCC[C@@H]1C1=CC(=CC=C1)Cl)NC(C=C)=O)C2 N-(2-(4-((1R,4R)-2-oxa-5-azabicyclo[2.2.1]heptane-5-yl)piperidine-1-yl)-5-((6-((R)-3-(3-chlorophenyl)isoxazolidine-2-yl)pyrimidine-4-yl)amino)-4-methoxyphenyl)acrylamide